BrC1=CC(=C(C=C1)NC=1C=NC=CC1[P@](=O)(C)CC)F N-(4-bromo-2-fluorophenyl)-4-[(S)-ethyl-(methyl)phosphoryl]pyridin-3-amine